(2r,5s)-2,5-dimethyl-4-(5-(prop-1-en-2-yl)-7-tosyl-7H-pyrrolo[2,3-d]pyrimidin-4-yl)piperazine-1-carboxylic acid tert-butyl ester C(C)(C)(C)OC(=O)N1[C@@H](CN([C@H](C1)C)C=1C2=C(N=CN1)N(C=C2C(=C)C)S(=O)(=O)C2=CC=C(C)C=C2)C